1-isopropylbenzo[4,5]thieno[2,3-d]pyridazin-4(3H)-one C(C)(C)C=1C2=C(C(NN1)=O)SC1=C2C=CC=C1